OC1=CC=C(C=C1)CCC(=O)N1C[C@@H]2N(C([C@@H]1CC(C)C)=O)[C@H](C(NC2)=O)CC(C)C (3S,6S,9aR)-2-(3-(4-hydroxyphenyl)propanoyl)-3,6-diisobutylhexahydro-4H-pyrazino[1,2-a]pyrazine-4,7(6H)-dione